2,5-dimethyl-4-iodoaniline CC1=C(N)C=C(C(=C1)I)C